4-(5-(3,4-difluorophenyl)octahydropyrrolo[3,4-c]pyrrole-2-carbonyl)-6-nitroquinoline-2(1H)-one ethyl-2-(3-methyl-5-(5-(trifluoromethoxy)pyridin-2-yl)morpholino)-2-oxoacetate C(C)OC(C(=O)N1C(COCC1C1=NC=C(C=C1)OC(F)(F)F)C)=O.FC=1C=C(C=CC1F)N1CC2C(C1)CN(C2)C(=O)C2=CC(NC1=CC=C(C=C21)[N+](=O)[O-])=O